C(C)(C)(C)OC(=O)N1C2CC(C1)(C2)C(=O)O 2-Tert-Butoxycarbonyl-2-azabicyclo[2.1.1]hexane-4-carboxylic acid